5-bromo-1-(4-fluorophenyl)-6-methyl-1H-indazole BrC=1C=C2C=NN(C2=CC1C)C1=CC=C(C=C1)F